5-Amino-3-(4-bromophenyl)-1-(2-hydroxy-1-methyl-ethyl)pyrazole-4-carbonitrile NC1=C(C(=NN1C(CO)C)C1=CC=C(C=C1)Br)C#N